O=C1C[C@@]2(CCC(N2C1)=O)C(=O)OCC ethyl (7aS)-2,5-dioxo-tetrahydropyrrolizine-7a-carboxylate